N-ethyl-N-(9-((2R,3R,4R,5R)-3-fluoro-4-hydroxy-5-(hydroxymethyl)tetrahydrofuran-2-yl)-9H-purin-6-yl)benzamide C(C)N(C(C1=CC=CC=C1)=O)C1=C2N=CN(C2=NC=N1)[C@@H]1O[C@@H]([C@H]([C@H]1F)O)CO